OC1=C(C(N(CC1)CC1=NC=C(N=C1)OC1=CC=C(C=C1)C)=O)C(=O)NCC(=O)O N-[(4-hydroxy-1-{[5-(4-methylphenoxy)-2-pyrazinyl]methyl}-2-oxo-1,2,5,6-tetrahydro-3-pyridinyl)carbonyl]glycine